3,5-Diamino-6-(2-phenoxyphenyl)-1,2,4-triazine NC=1N=NC(=C(N1)N)C1=C(C=CC=C1)OC1=CC=CC=C1